OC(CN(CCCCC(=O)O)CC(CCCCCC\C=C/C\C=C/C\C=C/CC)O)CCCCCC\C=C/C\C=C/C\C=C/CC 5-(bis((9Z,12Z,15Z)-2-hydroxyoctadeca-9,12,15-trien-1-yl)amino)pentanoic acid